1-(2-bromo-3-cyclopropylmethoxy-5-hydroxyphenyl)-3-(3-methoxy-4-cyclopropylmethoxyphenyl)-(2E)-2-propen-1-one BrC1=C(C=C(C=C1OCC1CC1)O)C(\C=C\C1=CC(=C(C=C1)OCC1CC1)OC)=O